CC1=CC(=NC=C1)[C@H]1CNC(CO1)([2H])[2H] (R)-2-(4-Methylpyridin-2-yl)morpholin-5,5-d2